(R)-4-amino-3-methyl-N-(1-(pyrimidin-2-yl)ethyl)-N-((5-(trifluoromethyl)pyridin-2-yl)methyl)imidazo[1,5-a]quinoxaline-8-carboxamide NC=1C=2N(C3=CC(=CC=C3N1)C(=O)N(CC1=NC=C(C=C1)C(F)(F)F)[C@H](C)C1=NC=CC=N1)C=NC2C